1-(6-Bromo-8-fluoro-3-methyl-3,4-dihydro-5-oxa-1,2a-diazaacenaphthylen-2-yl)ethan-1-ol BrC1=C2OCC(N3C(=NC(C(=C1)F)=C32)C(C)O)C